C[C@]12C[C@]3(C[C@H](C[C@@](C1)(C3)C3=CC=CC=C3)C2)C(=O)O (1S,3R,5R,7S)-3-methyl-5-phenyl-adamantane-1-carboxylic acid